4-(1-Ethyl-3-(pyridin-3-yl)-1H-pyrazol-4-yl)-N-(4-(3-(4-methylpiperazin-1-yl)-1H-1,2,4-triazol-1-yl)phenyl)pyrimidin-2-amine C(C)N1N=C(C(=C1)C1=NC(=NC=C1)NC1=CC=C(C=C1)N1N=C(N=C1)N1CCN(CC1)C)C=1C=NC=CC1